(S)-4,4-difluoro-3-phenylbutyric acid FC([C@@H](CC(=O)O)C1=CC=CC=C1)F